BrC=1N=CN2C1CCC(C2)C 1-bromo-6-methyl-5,6,7,8-tetrahydroimidazo[1,5-a]Pyridine